FC(OC1=CC=C(C=C1)N1CCC2=CC(=CC=C12)N)(F)F 1-(4-(trifluoromethoxy)phenyl)indolin-5-amine